C(C)N(C1=CC=C(C(=O)C2=CC=CC=C2)C=C1)CC 4-diethylaminobenzophenone